(propenyl)succinic anhydride C(=CC)C1C(=O)OC(C1)=O